cyano(1H-tetrazolyl)sodium C(#N)C1=NN=NN1[Na]